C(CCCCCCCCC\C=C/CCCC)CC(=O)[O-] (Z)-hexadeca-11-en-1-ylacetate